C(C1CO1)OCCC[Si](OCC(C)C)(OCC(C)C)OCC(C)C 3-glycidoxypropyltri(isobutoxy)silane